The molecule is an organophosphate oxoanion obtained by deprotonation of the carboxy and phosphate OH groups of (R)-3,5-bisphosphomevalonic acid; major species at pH 7.3. It is an organophosphate oxoanion and a monocarboxylic acid anion. It is a conjugate base of a (R)-3,5-bisphosphomevalonic acid. C[C@@](CCOP(=O)([O-])[O-])(CC(=O)[O-])OP(=O)([O-])[O-]